2-(5-formyl-4-(2-(trifluoromethyl)pyrimidin-5-yl)pyridin-2-yl)benzonitrile C(=O)C=1C(=CC(=NC1)C1=C(C#N)C=CC=C1)C=1C=NC(=NC1)C(F)(F)F